N,N-dimethyl-benzoyl-allylamine CN(C)CC=CC(C1=CC=CC=C1)=O